2-(4-(1-((1r,4r)-4-(cyanomethyl)cyclohexyl)-1,6-dihydroimidazo[4,5-d]pyrrolo[2,3-b]pyridin-2-yl)-1H-pyrazol-1-yl)-N-cyclopropylacetamide C(#N)CC1CCC(CC1)N1C(=NC=2C1=C1C(=NC2)NC=C1)C=1C=NN(C1)CC(=O)NC1CC1